(R)-2-(((2R,3R,4S,5R)-5-(6-amino-2-chloro-9H-purin-9-yl)-4-fluoro-3-hydroxytetrahydrofuran-2-yl)methoxy)-3-(4-(2-oxo-1,2-dihydropyridin-3-yl)phenyl)-2-(thiazol-4-yl)propanoic acid NC1=C2N=CN(C2=NC(=N1)Cl)[C@H]1[C@H]([C@@H]([C@H](O1)CO[C@](C(=O)O)(CC1=CC=C(C=C1)C=1C(NC=CC1)=O)C=1N=CSC1)O)F